C(#C)C=1C=CC=C2C=C(C=C(C12)C1=C(C=C2C(=NC(=NC2=C1F)OC[C@]12CCCN2C[C@@H](C1)F)N1C[C@@H](NCC1)CC#N)F)O 2-((2S)-4-(7-(8-ethynyl-3-hydroxynaphth-1-yl)-6,8-difluoro-2-(((2R,7aS)-2-fluorotetrahydro-1H-pyrrolizin-7a(5H)-yl)methoxy)quinazolin-4-yl)piperazin-2-yl)acetonitrile